FC=1C=C(C=C2CC(CC12)C=O)OCC(C(=O)NC)NC(OC(C)(C)C)=O tert-butyl N-[3-[(7-fluoro-2-formyl-2,3-dihydro-1H-inden-5-yl)oxy]-1-(methylamino)-1-oxopropan-2-yl]carbamate